(9H-fluoren-9-yl)methyl ((R)-1-(((S)-1-(3-benzyl-1,2,4-oxadiazol-5-yl)-5-((tert-butoxycarbonyl)amino)pentyl)amino)-3-(4-hydroxy-2,6-dimethylphenyl)-1-oxopropan-2-yl)carbamate C(C1=CC=CC=C1)C1=NOC(=N1)[C@H](CCCCNC(=O)OC(C)(C)C)NC([C@@H](CC1=C(C=C(C=C1C)O)C)NC(OCC1C2=CC=CC=C2C=2C=CC=CC12)=O)=O